5-fluoro-6-(2-methoxyethoxy)-3-(3-{4-[4-(oxetan-3-yl) piperazine-1-carbonyl] phenyl}-1,2-oxazol-5-yl)-1H-indazolemethanesulfonate FC=1C=C2C(NNC2=CC1OCCOC)(CS(=O)(=O)[O-])C1=CC(=NO1)C1=CC=C(C=C1)C(=O)N1CCN(CC1)C1COC1